O1CCC(=CC1)C=1C2=C(N=C(N1)N1CCOCC1)N(CC2)C2=CC=CC=C2 4-(3,6-dihydro-2H-pyran-4-yl-7-phenyl-6,7-dihydro-5H-pyrrolo[2,3-d]pyrimidin-2-yl)morpholine